N1=C(C=C2N1CCNC2)CO 4,5,6,7-tetrahydropyrazolo[1,5-a]pyrazin-2-yl-methanol